OCC#CC1(CCCC1)O 1-(3-hydroxyprop-1-yn-1-yl)cyclopentanol